ethyl 6-chloro-7-[(2R)-2-{[(3-chloropyridin-2-yl)oxy]methyl}pyrrolidin-1-yl]-1-{1-[2-(dimethylamino)ethyl]pyrrolidin-3-yl}-4-oxo-1,4-dihydroquinoline-3-carboxylate ClC=1C=C2C(C(=CN(C2=CC1N1[C@H](CCC1)COC1=NC=CC=C1Cl)C1CN(CC1)CCN(C)C)C(=O)OCC)=O